CC1=NOC(=C1C=1C=CC=C2C(=NC=NC12)N[C@H](CN1CCN(CC1)S(=O)(=O)C1=C(N=C(S1)NC(OC)=O)C)C)C methyl N-[5-({4-[(2S)-2-{[8-(3,5-dimethyl-1,2-oxazol-4-yl)quinazolin-4-yl]amino}propyl]piperazin-1-yl} sulfonyl)-4-methyl-1,3-thiazol-2-yl]carbamate